C(CCCCCCCCCCC)NC=1C(=CC=CC1)N N-dodecylbenzene-1,2-diamine